C(C)(C)(C)OC(=O)NC(C(=O)O)(CC)NCCCCC[C@H](CC)C (Tert-butoxycarbonyl)amino-2-(((S)-6-methyloctyl)amino)butanoic acid